5-((4-(methyl(methylimino)oxo-lambda6-sulfanyl)phenyl)methoxy)-1,3,4-thiadiazol-2-amine CS(C1=CC=C(C=C1)COC1=NN=C(S1)N)(=O)=NC